carbamic acid (pentylphenyl) ester C(CCCC)C1=C(C=CC=C1)OC(N)=O